Cl.C1(=CC=C(C=C1)CNCCCNCCCNCCCCCC)C1=CC(=CC=C1)C1=CC=C(C=C1)CNCCCNCCCNCCCCCC N1,N1'-([1,1':3',1''-terphenyl]-4,4''-diylbis(methylene))bis(N3-(3-(hexylamino)propyl)propane-1,3-diamine), hydrochloride salt